FC=1C(=NC(=C(C1)C#CC(C)C)NC)C(=O)O 3-fluoro-6-(methylamino)-5-(3-methylbut-1-ynyl)pyridine-2-carboxylic acid